2-(2-fluoro-4-mercaptophenyl)acetic acid FC1=C(C=CC(=C1)S)CC(=O)O